The molecule is the (R)-enantiomer of 3-aminoisobutyric acid. It is a conjugate acid of a (R)-3-aminoisobutyrate. It is an enantiomer of a (S)-3-aminoisobutyric acid. It is a tautomer of a (R)-3-aminoisobutyric acid zwitterion. C[C@H](CN)C(=O)O